3,4-Dichloro-5-hydroxy-1-(2-methoxy-benzyl)-1,5-dihydro-pyrrol-2-one ClC=1C(N(C(C1Cl)O)CC1=C(C=CC=C1)OC)=O